Glycyllysine NCC(=O)N[C@@H](CCCCN)C(=O)O